[Li+].C(C(=O)[O-])(=O)[O-].[Li+] oxalate lithium salt